[(3aR,4R,6R,6aR)-4-cyano-4-[4-[(Z)-dimethylaminomethyleneamino]pyrrolo[2,1-f][1,2,4]triazin-7-yl]-2,2-dimethyl-6,6a-dihydro-3aH-furo[3,4-d][1,3]dioxol-6-yl]methyl isopropyl carbonate C(OC[C@H]1O[C@]([C@H]2[C@@H]1OC(O2)(C)C)(C2=CC=C1C(=NC=NN12)\N=C/N(C)C)C#N)(OC(C)C)=O